4-(2-methylpropionyl)piperazine CC(C(=O)N1CCNCC1)C